5-AMINO-2-CHLOROPYRIDINE-3-BORONIC ACID NC=1C=C(C(=NC1)Cl)B(O)O